tert-butyl (3R)-4-[2-(2,4-difluorophenyl)-3-(pyridazin-4-yl)-3H-imidazo[4,5-b]pyridin-5-yl]-3-methylpiperazine-1-carboxylate FC1=C(C=CC(=C1)F)C1=NC=2C(=NC(=CC2)N2[C@@H](CN(CC2)C(=O)OC(C)(C)C)C)N1C1=CN=NC=C1